7-(4-bromo-3-chloro-benzoyl)-2-(4-isopropoxyphenyl)-N-[(1-methyl-6-oxo-3-pyridyl)methyl]-3-oxo-6,8-dihydro-5H-imidazo[1,5-a]pyrazine-1-carboxamide BrC1=C(C=C(C(=O)N2CC=3N(CC2)C(N(C3C(=O)NCC3=CN(C(C=C3)=O)C)C3=CC=C(C=C3)OC(C)C)=O)C=C1)Cl